2-methylchinolin-8-olat CC1=NC2=C(C=CC=C2C=C1)[O-]